ClC=1C(=C(C(=CC1)C(F)F)C1=CN=CC(=N1)C(=O)NC=1C=NN(C1)C(C)C=1C=NC(=NC1)N1[C@@H](CC1)CN1CC(C1)O)F 6-(3-Chloro-6-(difluoromethyl)-2-fluorophenyl)-N-(1-(1-(2-((S)-2-((3-hydroxyazetidin-1-yl)methyl)azetidin-1-yl)pyrimidin-5-yl)ethyl)-1H-pyrazol-4-yl)pyrazine-2-carboxamide